tert-butyl benzyl(3-bromo-6-chloroimidazo[1,2-b]pyridazin-8-yl)carbamate C(C1=CC=CC=C1)N(C(OC(C)(C)C)=O)C=1C=2N(N=C(C1)Cl)C(=CN2)Br